(R)-(4-(difluoromethyl)-2-(2-fluoropropan-2-yl)oxazol-5-yl)(4-(7-methylpyrazolo[1,5-a]pyridin-2-yl)-6,7-dihydro-1H-imidazo[4,5-c]pyridin-5(4H)-yl)methanone FC(C=1N=C(OC1C(=O)N1[C@H](C2=C(CC1)NC=N2)C2=NN1C(C=CC=C1C)=C2)C(C)(C)F)F